Benzfluoranthen C1=CC=C2C=CC=C3C4=CC=C5C(=C4C1=C23)C=CC=C5